C(#N)C=1C(C(=CC=2[C@H](CCC3=C(C2C1)C(=C(C(=C3)OC)OC)OC)NC(C)=O)OC)=O (S)-N-(11-cyano-1,2,3,9-tetramethoxy-10-oxo-5,6,7,10-tetrahydrobenzo[a]heptalen-7-yl)acetamide